C(C)(=O)NC=1C=C(C(=C(C1)C=CCC(=O)O)Cl)F 4-(5-acetamido-2-chloro-3-fluorophenyl)but-3-enoic acid